C(C1=CC=CC=C1)OC1=NC(=CC=C1C1=NN(C2=CC(=CC=C12)C=1CCN(CC1)C(=O)[C@@H]1[C@@H](CN(CC1)C(=O)OC(C)(C)C)C)C)OCC1=CC=CC=C1 tert-butyl (3S,4S)-4-(4-(3-(2,6-bis(benzyloxy)pyridin-3-yl)-1-methyl-1H-indazol-6-yl)-1,2,3,6-tetrahydropyridine-1-carbonyl)-3-methylpiperidine-1-carboxylate